FC(CC)(CC)C1COCC(O1)COC1=CC=C(C=C1)C=1C=C(C(NC1C(F)(F)F)=O)C(=O)N 5-(4-((6-(3-Fluoropentan-3-yl)-1,4-dioxan-2-yl)methoxy)phenyl)-2-oxo-6-(trifluoromethyl)-1,2-dihydropyridine-3-carboxamide